5-(3-isopropyl-2-methyl-3H-imidazo[4,5-b]pyridin-5-yl)-N-(6-(4-methylpiperazin-1-yl)pyridin-3-yl)-7H-pyrrolo[2,3-d]pyrimidin-2-amine C(C)(C)N1C(=NC=2C1=NC(=CC2)C2=CNC=1N=C(N=CC12)NC=1C=NC(=CC1)N1CCN(CC1)C)C